isopropyl-(3-chlorophenyl) carbamate C(N)(OC1=C(C(=CC=C1)Cl)C(C)C)=O